2,3-dihydro-1,1-dimethyl-6-tert-butyl-1H-indene-4-acetic acid CC1(CCC=2C(=CC(=CC12)C(C)(C)C)CC(=O)O)C